N-((5-(2-aminophenyl)-1H-pyrazol-3-yl)methyl)-2-(trifluoromethoxy)benzamide Nitrogen nitrogen [N].[N].NC1=C(C=CC=C1)C1=CC(=NN1)CNC(C1=C(C=CC=C1)OC(F)(F)F)=O